1-(4-((4-((2',4'-difluoro-4-methoxy-[1,1'-biphenyl]-3-yl)amino)-7-((1-methylpyrrolidin-3-yl)oxy)quinazolin-6-yl)oxy)piperidin-1-yl)prop-2-en-1-one FC1=C(C=CC(=C1)F)C1=CC(=C(C=C1)OC)NC1=NC=NC2=CC(=C(C=C12)OC1CCN(CC1)C(C=C)=O)OC1CN(CC1)C